C1=CC=C(C=C1)CNC2=NC=NC3=C2NC=N3 The molecule is a member of the class of 6-aminopurines that is adenine in which one of the hydrogens of the amino group is replaced by a benzyl group. It has a role as a plant metabolite and a cytokinin. It derives from an adenine.